N-(((1r,4r)-4-aminocyclohexyl)methyl)-4-propylaniline NC1CCC(CC1)CNC1=CC=C(C=C1)CCC